Pentyl-6-((2-(4-(2-((2-(didodecylamino)ethyl)(dodecyl)amino)ethyl)piperazin-1-yl)ethyl)(dodecyl)amino)hexanoate C(CCCC)OC(CCCCCN(CCCCCCCCCCCC)CCN1CCN(CC1)CCN(CCCCCCCCCCCC)CCN(CCCCCCCCCCCC)CCCCCCCCCCCC)=O